S(=O)(C1=CC=C(C=C1)[15NH2])(=O)[15NH2] sulfanilamide-15N2